NCC1=CC(=CNC1=O)C1CN(CCC1(F)F)C(C(=O)NC=1SC2=C(N1)C=C1C(=C2)OC(O1)(F)F)C 2-(3-(5-(aminomethyl)-6-oxo-1,6-dihydropyridin-3-yl)-4,4-difluoropiperidin-1-yl)-N-(2,2-difluoro-[1,3]dioxolo[4',5':4,5]benzo[1,2-d]thiazol-6-yl)propanamide